4,4'-dichloro-6,6'-difluoro-[1,1'-biphenyl]-3,3'-disulfonyl dichloride ClC1=C(C=C(C(=C1)F)C1=CC(=C(C=C1F)Cl)S(=O)(=O)Cl)S(=O)(=O)Cl